4,5-diamino-2-methoxybenzamidine hydrochloride Cl.NC1=CC(=C(C(=N)N)C=C1N)OC